CC1(CCC=2C(=NNC2C1)C=1NC2=CC(=CC=C2C1)C(=O)N1CCN(CC1)CC1CCN(CC1)C1=CC=C(C=N1)C1C(N(C(CC1)=O)C)=O)C 3-(6-(4-((4-(2-(6,6-dimethyl-4,5,6,7-tetrahydro-1H-indazol-3-yl)-1H-indole-6-carbonyl)piperazin-1-yl)methyl)piperidin-1-yl)pyridin-3-yl)-1-methylpiperidine-2,6-dione